ClC1=CC2=C(N(C(N=C2N2C[C@H](N[C@H](C2)C)C)=O)C=2C(=NC=NC2C(C)C)C(C)C)N=C1Cl 6,7-dichloro-1-(4,6-diisopropylpyrimidin-5-yl)-4-(cis-3,5-dimethylpiperazin-1-yl)pyrido[2,3-d]pyrimidin-2(1H)-one